triethyl-triazatrisilinane C(C)N1N(N([SiH2][SiH2][SiH2]1)CC)CC